3-amino-5-chloro-1-ethyl-1H-pyrazolo[4,3-b]pyridine-7-carbaldehyde NC1=NN(C=2C1=NC(=CC2C=O)Cl)CC